1-iodo-4-(4-methoxybenzyl)benzene IC1=CC=C(C=C1)CC1=CC=C(C=C1)OC